4-((2-phenyl-1,2,3,4-tetrahydroquinoline-6-yl)methyl)morpholine C1(=CC=CC=C1)C1NC2=CC=C(C=C2CC1)CN1CCOCC1